FC(C1=CC=C(C=C1)C1CN(C=C1)C(=O)OCC1=CC=CC=C1)(F)F benzyl 3-(4-(trifluoromethyl) phenyl)-2,3-dihydro-1H-pyrrole-1-carboxylate